tert-butyl 2-((2S)-1,3-bis(benzyloxy)-1-oxopropan-2-yl)-1-oxo-2,6-diazaspiro[3.5]nonane-6-carboxylate C(C1=CC=CC=C1)OC([C@H](COCC1=CC=CC=C1)N1C(C2(C1)CN(CCC2)C(=O)OC(C)(C)C)=O)=O